2-ethyldibenzylhydrazine C(C)NN(CC1=CC=CC=C1)CC1=CC=CC=C1